3-bromo-N-(4-fluoro-3-methoxy-phenyl)-N-methyl-imidazo[1,2-a]pyridine-6-carboxamide BrC1=CN=C2N1C=C(C=C2)C(=O)N(C)C2=CC(=C(C=C2)F)OC